C(C)(C)(C)OC(=O)N1[C@@H]2CN([C@H](C1)C2)C2=NC=C(C=C2)C(=O)OC (1S,4S)-5-(5-(methoxycarbonyl)pyridin-2-yl)-2,5-diazabicyclo[2.2.1]heptane-2-carboxylic acid tert-butyl ester